CN(C)C[C@H]1N2C(OC1)=C(C=N2)[S@](=O)(N)=NC(NC2=C1CCCC1=CC=1CCCC21)=O (S,3R)-3-((dimethylamino)methyl)-N'-((1,2,3,5,6,7-hexahydro-s-indacen-4-yl)carbamoyl)-2,3-dihydropyrazolo[5,1-b]oxazole-7-sulfonimidamide